OC1=CC=NC=C1C(=O)O 4-HYDROXYNICOTINIC ACID